C(C)(C)[Si](OCCCCCCCCCCCS)(OCCCCCCCCCCCS)C(C)C 11,11'-((diisopropylsilanediyl)bis(oxy))bis(undecane-1-thiol)